ClC1=NC=CC(=C1C1=NC2=C(N1COCC[Si](C)(C)C)C=CC=C2)I 2-(2-chloro-4-iodopyridin-3-yl)-1-((2-(trimethylsilyl)ethoxy)methyl)-1H-benzo[d]imidazole